(3R,4S)-3-amino-N-((S)-(3-chloro-2,6-difluorophenyl)(4-fluorobicyclo[2.2.1]heptan-1-yl)methyl)-4-hydroxycyclopentane-1-carboxamide N[C@@H]1CC(C[C@@H]1O)C(=O)N[C@@H](C12CCC(CC1)(C2)F)C2=C(C(=CC=C2F)Cl)F